(3S,4S)-4-methyl-N-((S)-3-oxo-1-((S)-2-oxopyrrolidin-3-yl)-4-(trifluoromethoxy)butan-2-yl)-1-(2-oxo-2-((1,1,1-trifluoro-2-methylpropan-2-yl)amino)acetyl)-pyrrolidine-3-carboxamide C[C@H]1[C@@H](CN(C1)C(C(NC(C(F)(F)F)(C)C)=O)=O)C(=O)N[C@@H](C[C@H]1C(NCC1)=O)C(COC(F)(F)F)=O